2-(2,6-Difluoro-3,5-dimethoxy-N-[3-(1-methylpyrazol-4-yl)quinoxalin-6-yl]anilino)ethanol FC1=C(N(C=2C=C3N=C(C=NC3=CC2)C=2C=NN(C2)C)CCO)C(=C(C=C1OC)OC)F